7-(2-hydroxypropan-2-yl)isoquinoline-3-carbaldehyde OC(C)(C)C1=CC=C2C=C(N=CC2=C1)C=O